N-(2-(3,3-difluoropyrrolidin-1-yl)-4-(2-fluorophenyl)pyridin-3-yl)-1-isopropyl-1H-pyrazole-3-carboxamide FC1(CN(CC1)C1=NC=CC(=C1NC(=O)C1=NN(C=C1)C(C)C)C1=C(C=CC=C1)F)F